2-[4-(2-methoxybenzoylamino)phenyl]ethyl phosphate P(=O)(OCCC1=CC=C(C=C1)NC(C1=C(C=CC=C1)OC)=O)([O-])[O-]